3-hydroxy-2,2-dimethyl-N-(5-{1-[4-(trifluoromethyl)phenyl]-1H-pyrazol-4-yl}-1H-indol-3-yl)propanamide OCC(C(=O)NC1=CNC2=CC=C(C=C12)C=1C=NN(C1)C1=CC=C(C=C1)C(F)(F)F)(C)C